C1(CCCCC1)C1=C(C(=NO1)C)C(=O)OCC Ethyl 5-cyclohexyl-3-methylisoxazole-4-carboxylate